FC(OC1=CC=CC=2C(N([C@H]3C=4N([C@@H](C21)C3)C3=C(N4)C=CC(=C3)C#CC3(CN(CC3)C(C(C)(C)C)=O)C)C([2H])([2H])[2H])=O)F (7R,14R)-1-(difluoromethoxy)-6-(methyl-d3)-11-((3-methyl-1-pivaloylpyrrolidin-3-yl)ethynyl)-6,7-dihydro-7,14-methanobenzo[f]benzo[4,5]imidazo[1,2-a][1,4]diazocin-5(14H)-one